5-(((2,3-difluoro-6-methoxybenzyl)oxy)-2-fluoro-4-methoxyphenyl)-4,6-dioxo-4,5,6,7-tetrahydro-1H-pyrazolo[3,4-d]pyrimidine-3-carboxylic acid methyl ester COC(=O)C1=NNC=2NC(N(C(C21)=O)C2=C(C(=C(C=C2)OC)OCC2=C(C(=CC=C2OC)F)F)F)=O